Tetrabenzyl henicosane-1,11,11,21-tetracarboxylate C(CCCCCCCCCC(CCCCCCCCCCC(=O)OCC1=CC=CC=C1)(C(=O)OCC1=CC=CC=C1)C(=O)OCC1=CC=CC=C1)C(=O)OCC1=CC=CC=C1